6-isopropyl-4,5-xylenol C(C)(C)C1=C(C(=CC=C1O)C)C